C(C)C=1N=C2N(C=C(C=C2)C=2C=NC(=CC2)N2CCN(CC2)C(=O)C2CN(C2)C)C1N(C=1SC(=C(N1)C1=CC=C(C=C1)F)C#N)C 2-((2-ethyl-6-(6-(4-(1-methylazetidine-3-carbonyl)piperazin-1-yl)pyridin-3-yl)imidazo[1,2-a]pyridin-3-yl)(methyl)amino)-4-(4-fluorophenyl)thiazole-5-carbonitrile